2-amino-4-(4-bromophenyl)-6-methoxypyridine NC1=NC(=CC(=C1)C1=CC=C(C=C1)Br)OC